5-[4-{[2-(1H-Pyrazol-1-yl)ethyl]amino}-3-(trifluoromethyl)phenyl]-3,6-dihydro-2H-1,3,4-oxadiazin-2-on N1(N=CC=C1)CCNC1=C(C=C(C=C1)C1=NNC(OC1)=O)C(F)(F)F